C[C@@]12C[C@H](N([C@H]2C1)C(CNC(CCCOC1=CC=CC=C1)=O)=O)C(=O)OCC1=CC2=C(C=N1)CN(C2)C(=O)OC(C)(C)C Tert-butyl 6-((((1S,3S,5S)-5-methyl-2-((4-phenoxybutanoyl)glycyl)-2-azabicyclo[3.1.0]hexane-3-carbonyl)oxy)methyl)-1,3-dihydro-2H-pyrrolo[3,4-c]pyridine-2-carboxylate